tert-butyl (1-(1-(6-((2-amino-2-oxo-1-phenylethyl)thio)-3,5-dicyano-4-ethylpyridin-2-yl)piperidin-4-yl)-2-oxopyrrolidin-3-yl)carbamate NC(C(C1=CC=CC=C1)SC1=C(C(=C(C(=N1)N1CCC(CC1)N1C(C(CC1)NC(OC(C)(C)C)=O)=O)C#N)CC)C#N)=O